Butyl-1-(2-(hydroxymethyl)allyl)hydrazine C(CCC)N(N)CC(=C)CO